5-[2-[7-fluoro-3-oxo-2-[(1RS)-1-(6,7-dihydro-5H-pyrrolo[1,2-c]imidazol-1-yl)-2-oxo-2-(thiazol-2-ylamino)ethyl]isoindolin-5-yl]ethynyl]-N-(4-piperidinyl)pyridine-2-carboxamide FC=1C=C(C=C2C(N(CC12)[C@@H](C(NC=1SC=CN1)=O)C1=C2N(C=N1)CCC2)=O)C#CC=2C=CC(=NC2)C(=O)NC2CCNCC2 |r|